COC(=O)C1=NC(=C(C(=C1Cl)N)F)C1=CC=C2C=CN(C2=C1F)C(C(C)C)=O Methyl-4-amino-3-chloro-5-fluoro-6-(7-fluoro-1-isobutyryl-1H-indol-6-yl)pyridine-2-carboxylat